((1H-pyrazol-1-yl)methyl)-6-fluoro-2,3-dihydrobenzo[b][1,4]dioxine-5-carbonitrile N1(N=CC=C1)CC1COC2=C(O1)C=CC(=C2C#N)F